(S)-6-bromo-1-chloro-8-((1,1,1-trifluoropropan-2-yl)oxy)isoquinoline BrC=1C=C2C=CN=C(C2=C(C1)O[C@H](C(F)(F)F)C)Cl